CC=1C(=C2C=NNC2=CC1)C1=C(C(=CC=2CCCCC12)N1CC2(CN(C2)C(C=C)=O)CC1)C#N 1-(5-methyl-1H-indazol-4-yl)-3-(2-(2-propenoyl)-2,6-diazaspiro[3.4]octan-6-yl)-5,6,7,8-tetrahydro-2-naphthalenecarbonitrile